C(C)N(CCC)C(CCC=C[SiH3])N(CC)CCC bis(ethyl-n-propylamino)propylvinylsilane